CC1=C(C(=O)N2C3=C(SCC2)C(=CN=C3)C3=CC=C(C#N)C=C3)C=CC=C1 4-(4-(2-Methylbenzoyl)-3,4-dihydro-2H-pyrido[4,3-b][1,4]thiazin-8-yl)benzonitrile